(S)-N1-(5-methyl-4-oxo-7-(prop-1-yn-1-yl)-2,3,4,5-tetrahydrobenzo[b][1,4]oxazepin-3-yl)-N2-phenethyloxalamide CN1C2=C(OC[C@@H](C1=O)NC(C(=O)NCCC1=CC=CC=C1)=O)C=CC(=C2)C#CC